3-[(2R,SR)-4-(2-{7,8-dimethyl-[1,2,4]triazolo[1,5-a]pyridin-6-yl}-3-(propan-2-yl)-1H-pyrrolo[3,2-b]pyridin-5-yl)-2,5-dimethylpiperazin-1-yl]propanamide CC1=C(C=2N(C=C1C1=C(C3=NC(=CC=C3N1)N1C[C@H](N(C[C@@H]1C)CCC(=O)N)C)C(C)C)N=CN2)C |&1:21|